1-(5-bromo-2-methylphenyl)benzimidazole BrC=1C=CC(=C(C1)N1C=NC2=C1C=CC=C2)C